[F-].FC(CC[SiH2]C(Cl)Cl)(F)F trifluoropropyldichloromethylsilane, fluoride salt